(2-amino-3-(hydroxymethyl)quinolin-6-yl)(3-(4-(trifluoromethyl)phenyl)morpholino)methanone NC1=NC2=CC=C(C=C2C=C1CO)C(=O)N1C(COCC1)C1=CC=C(C=C1)C(F)(F)F